ClC1=NC=C(C(=C1)C1=C(C=NC(=C1)C)C(=O)NC=1SC2=C(N1)CN(C2)C(C2=NC=C(C=C2F)C(F)(F)F)=O)OC 2'-Chloro-N-(5-(3-fluoro-5-(trifluoromethyl)picolinoyl)-5,6-dihydro-4H-pyrrolo[3,4-d]thiazol-2-yl)-5'-methoxy-6-methyl-[4,4'-bipyridine]-3-carboxamide